CN(C1=CC=C(C=C1)N=NC1=CC=CC=C1)C N,N-dimethyl-4-(phenylazo)-aniline